1-(benzyloxy)-N-(1-(5-fluoro-2-(1-(2-fluorobenzyl)-5-(isoxazol-3-yl)-1H-pyrazol-3-yl)pyrimidin-4-yl)azetidin-3-yl)cyclopropanecarboxamide C(C1=CC=CC=C1)OC1(CC1)C(=O)NC1CN(C1)C1=NC(=NC=C1F)C1=NN(C(=C1)C1=NOC=C1)CC1=C(C=CC=C1)F